1-[[2-(methoxymethyl)-6-(trifluoromethyl)imidazo[2,1-b][1,3,4]thiadiazol-5-yl]methyl]-3-propyl-2H-pyrrol-5-one COCC1=NN2C(S1)=NC(=C2CN2CC(=CC2=O)CCC)C(F)(F)F